1'-dipropenylmethylferrocene C(=CC)C([C-]1C=CC=C1)C=CC.[CH-]1C=CC=C1.[Fe+2]